N-((2R,3S)-2-((((CIS)-4-phenylcyclohexyl)oxy)methyl)-1-(pyridin-3-yl)pyrrolidin-3-yl)methanesulfonamide C1(=CC=CC=C1)[C@H]1CC[C@H](CC1)OC[C@@H]1N(CC[C@@H]1NS(=O)(=O)C)C=1C=NC=CC1